4-tert-butylstyrylisocyanobenzene C(C)(C)(C)C1=CC=C(C=CC2=C(C=CC=C2)[N+]#[C-])C=C1